6-(difluoromethyl)nicotinic acid methyl ester COC(C1=CN=C(C=C1)C(F)F)=O